BrC=1C=C(CNC(CC)=O)C=CC1 N-(3-bromobenzyl)propionamide